7-(6-(trifluoromethyl)nicotinoyl)-3,4-dihydroisoquinoline FC(C1=NC=C(C(=O)C2=CC=C3CCN=CC3=C2)C=C1)(F)F